methyl 3-(2-(2-aminoethoxy)ethoxy)propanoate NCCOCCOCCC(=O)OC